C(C)C=1C(=NN(C1)C1CCNCC1)OCC1=C(C=C(C#N)C=C1)F 4-(((4-ethyl-1-(piperidin-4-yl)-1H-pyrazol-3-yl)oxy)methyl)-3-fluorobenzonitrile